(2-(benzyloxy)-4-fluorophenyl)-6-chloro-4-methylpyridazine C(C1=CC=CC=C1)OC1=C(C=CC(=C1)F)C=1N=NC(=CC1C)Cl